C(C1=CC=CC=C1)OC=1C=C(C=CC1)C1=CNC2=NC=CC(=C21)OC2=CC=C(C=C2)CN (4-((3-(3-(benzyloxy)phenyl)-1H-pyrrolo[2,3-b]pyridin-4-yl)oxy)phenyl)methanamin